N-(4-{[6-(5-chloro-2-fluoro-phenyl)-3-[(3-hydroxycyclobutyl)methoxy]pyridazin-4-yl]amino}pyridin-2-yl)-2-[(1S,4S)-5-methyl-2,5-diaza-bicyclo[2.2.1]heptan-2-yl]-acetamide ClC=1C=CC(=C(C1)C1=CC(=C(N=N1)OCC1CC(C1)O)NC1=CC(=NC=C1)NC(CN1[C@@H]2CN([C@H](C1)C2)C)=O)F